ClC1=C(C(=CC=C1)Cl)C1=CC2=C(N=C(N=C2)S(=O)(=O)C)OC1=O 6-(2,6-Dichlorophenyl)-2-(methylsulfonyl)-7H-pyrano[2,3-d]pyrimidin-7-one